bromo-N,N-diphenyl-[1,1'-biphenyl]-4-amine BrC1=C(C=CC(=C1)N(C1=CC=CC=C1)C1=CC=CC=C1)C1=CC=CC=C1